tert-butyl (S)-2-((4-methyl-3-((1-(7-(1-methyl-1H-pyrazol-3-yl)quinolin-5-yl)cyclopropyl)carbamoyl)phenoxy)methyl)azetidine-1-carboxylate CC1=C(C=C(OC[C@H]2N(CC2)C(=O)OC(C)(C)C)C=C1)C(NC1(CC1)C1=C2C=CC=NC2=CC(=C1)C1=NN(C=C1)C)=O